C1(CC1)COC=1C=C(C=CC1OC)/C(=C/N1C(=CC(C=C1C)=O)C)/C (E)-1-(2-(3-cyclopropylmethoxy-4-methoxyphenyl)-2-methylvinyl)-2,6-dimethylpyridin-4(1H)-one